6-((4-((tert-Butyldiphenylsilyl)oxy)butyl)(methyl)amino)-11-((2-(octanoyloxy)-octyl)thio)undecyl 2-hexyldecanoate C(CCCCC)C(C(=O)OCCCCCC(CCCCCSCC(CCCCCC)OC(CCCCCCC)=O)N(C)CCCCO[Si](C1=CC=CC=C1)(C1=CC=CC=C1)C(C)(C)C)CCCCCCCC